C1=CC=CC2=CC=CC(=C12)O naphthalene-8-ol